C(C)OC[C@]1(CN(CC1)C(=O)NC=1C=NC=CC1)CCC1=CC=C(C=C1)F |o1:4| (R or S)-3-(ethoxymethyl)-3-(4-fluorophenethyl)-N-(pyridin-3-yl)pyrrolidine-1-carboxamide